ClC=1C(=NC(=NC1)C(=O)N[C@@H]1C(N(C2=C(OC1)C=C(C=N2)F)C)=O)C2=CC(=CC=C2)Cl (S)-5-chloro-4-(3-chlorophenyl)-N-(8-fluoro-5-methyl-4-oxo-2,3,4,5-tetrahydropyrido[3,2-b]-[1,4]oxazepin-3-yl)pyrimidine-2-carboxamide